C(C(=C)C)(=O)OCCC(OP(=O)([O-])O)C[N+](C)(C)C 2-Methacryloyloxyethyl-phosphocholine